(2R,4S)-4-methoxy-N-(3-(2-((3-methoxy-1-methyl-1H-pyrazol-4-yl)amino)-5-methylpyrimidin-4-yl)-1H-indol-7-yl)-1-(1-methylpiperidin-4-yl)pyrrolidine-2-carboxamide CO[C@H]1C[C@@H](N(C1)C1CCN(CC1)C)C(=O)NC=1C=CC=C2C(=CNC12)C1=NC(=NC=C1C)NC=1C(=NN(C1)C)OC